2-(4-(3-amino-3-oxopropyl)phenoxy)-2-methylpropionic acid ethyl ester C(C)OC(C(C)(C)OC1=CC=C(C=C1)CCC(=O)N)=O